(E)-2-methyl-4-(3-(methylamino)phenyl)but-3-yn-2-ol CC(C)(C#CC1=CC(=CC=C1)NC)O